C1(CC1)C1=CC(=NN1C1OCCCC1)NC1=CC2=C(C(=NO2)NS(=O)(=O)C2=C(C=C(C=C2OC)[C@H]2OCCC2)OC)C=C1OC N-(6-{[5-cyclopropyl-1-(oxan-2-yl)-1H-pyrazol-3-yl]amino}-5-methoxy-1,2-benzoxazol-3-yl)-2,6-dimethoxy-4-[(2S)-oxolan-2-yl]benzene-1-sulfonamide